4-methoxy-6-(4-(2-((3S,5R)-3-methyl-5-(4-methyl-1-oxo-1,3-dihydroisobenzofuran-5-yl)piperazin-1-yl)ethyl)-1H-pyrazol-1-yl)nicotinonitrile COC1=CC(=NC=C1C#N)N1N=CC(=C1)CCN1C[C@@H](N[C@@H](C1)C=1C(=C2COC(C2=CC1)=O)C)C